5-(bromomethyl)-4-iodo-1,3-dimethyl-1H-pyrazole BrCC1=C(C(=NN1C)C)I